C(CCCCCCC\C=C/CCCCCCCC)(=O)C([NH+](C)CC)C(CCCCCCC\C=C/CCCCCCCC)=O dioleoyl-ethyl-dimethyl-ammonium